C(C1=CC=CC=C1)OC1=CC(=C(C(=O)O)C=C1OC([2H])([2H])[2H])[N+](=O)[O-] 4-(Benzyloxy)-5-(methoxy-d3)-2-nitrobenzoic acid